BrC=1SC(=NN1)C1=NC=CN=C1 2-bromo-5-(pyrazin-2-yl)-1,3,4-thiadiazole